9,9-bis(4-(3,4-dicarboxyphenoxy)phenyl)fluorene (S)-benzyl-3-(8-bromo-1-methyl-6-(pyridin-2-yl)-4H-benzo[f]imidazo[1,2-a][1,4]diazepin-4-yl)propanoate C(C1=CC=CC=C1)OC(CC[C@H]1C=2N(C3=C(C(=N1)C1=NC=CC=C1)C=C(C=C3)Br)C(=CN2)C)=O.C(=O)(O)C=2C=C(OC3=CC=C(C=C3)C3(C1=CC=CC=C1C=1C=CC=CC31)C3=CC=C(C=C3)OC3=CC(=C(C=C3)C(=O)O)C(=O)O)C=CC2C(=O)O